ClC=1C=NC(=C(C(=O)NC2CCC(CC2)CN2C(N(C3=C2C=CC=C3)C=3C=NC(=CC3)C)=O)C1)C(F)F 5-chloro-2-(difluoromethyl)-N-((1r,4r)-4-((3-(6-methyl-pyridin-3-yl)-2-oxo-2,3-dihydro-1H-benzo[d]imidazol-1-yl)methyl)cyclohexyl)nicotinamide